4-methyl-1,4-dihydro-5-tetraazolone CN1N=NNC1=O